Methyl-2-{1-[2,6-dichloro-4-(1,1,1,2,3,3,3-heptafluoropropan-2-yl)phenyl]-1H-pyrazol-4-yl}-1,3-thiazole-4-carboxylate COC(=O)C=1N=C(SC1)C=1C=NN(C1)C1=C(C=C(C=C1Cl)C(C(F)(F)F)(C(F)(F)F)F)Cl